C(C)(=O)C1=CC=C2C(=N1)N(C(=C2)C2=NC1=C(N2C)C(=CC(=C1)C(=O)N1C[C@@H](C[C@H](C1)F)NC(OC(C)(C)C)=O)OC)CC1CC1 tert-butyl ((3R,5R)-1-(2-(6-acetyl-1-(cyclopropylmethyl)-1H-pyrrolo[2,3-b]pyridin-2-yl)-7-methoxy-1-methyl-1H-benzo[d]imidazole-5-carbonyl)-5-fluoropiperidin-3-yl)carbamate